N,N-diethyl-2-((1-(3-((4-ethylphenyl)sulfonyl)-6-(trifluoromethoxy)quinolin-4-yl)piperidin-4-yl)oxy)ethan-1-amine C(C)N(CCOC1CCN(CC1)C1=C(C=NC2=CC=C(C=C12)OC(F)(F)F)S(=O)(=O)C1=CC=C(C=C1)CC)CC